2-methoxy-8-methyl-5,6,9,11-tetrahydro-6,11a-(epiminoethano)naphtho[2,1-f]indazol-6a(7H)-ol COC=1C=CC=2CC3C4(CC5=C(NN=C5CC4(C2C1)CCN3)C)O